octafluorobutyl-ammonium copper-indium oxygen [O+2].[In+3].[Cu+2].FC(C(C(F)(F)[NH3+])(F)F)C(F)(F)F